N-acetylthiazolesulfonyl chloride C(C)(=O)N1C(SC=C1)S(=O)(=O)Cl